tert-butyl (3S)-3-({8-carbamoyl-6-[1-(difluoromethyl)-1H-pyrazol-4-yl]pyrido[3,2-d]pyrimidin-4-yl}amino)piperidine-1-carboxylate C(N)(=O)C1=CC(=NC2=C1N=CN=C2N[C@@H]2CN(CCC2)C(=O)OC(C)(C)C)C=2C=NN(C2)C(F)F